S1C=CC2=C1C=C(C=C2)C2=C(NC=1C2=NC=CC1)C1=C(C=NC=C1)OCCNC 2-({4-[3-(1-benzothiophen-6-yl)-1H-pyrrolo[3,2-b]pyridin-2-yl]pyridin-3-yl}oxy)-N-methylethan-1-amine